FC=1C=CC(=C(C1)C(C(C)C)NC1=NC=2N(C=C1)N=CC2C(=O)OCC)O ethyl 5-((1-(5-fluoro-2-hydroxyphenyl)-2-methylpropyl)amino)pyrazolo[1,5-a]pyrimidine-3-carboxylate